tert-butyl 4-[5-oxo-7-(p-tolylsulfonyloxy)-[1,3,4]thiadiazolo[3,2-a]pyrimidin-2-yl]piperazine-1-carboxylate O=C1C=C(N=C2N1N=C(S2)N2CCN(CC2)C(=O)OC(C)(C)C)OS(=O)(=O)C2=CC=C(C=C2)C